CN1C(=NC=C1)C(=O)C=1N(C=CN1)C bis(N-methylimidazol-2-yl) ketone